FC1=CC=C2C(=C(NC2=C1C=1C(=NN(C1C)C)[C@@H](CCN1CCOCC1)O)C(=O)OCC)CCCOC1=CC=CC2=CC(=CC=C12)F |r| ethyl (rac)-6-fluoro-3-{3-[(6-fluoronaphthalen-1-yl) oxy] propyl}-7-{3-[1-hydroxy-3-(morpholin-4-yl) propyl]-1,5-dimethyl-1H-pyrazol-4-yl}-1H-indole-2-carboxylate